N1C=C(C2=CC=CC=C12)B1OC(C)(C)C(C)(C)O1 1H-indol-3-yl-boronic acid pinacol ester